4-[(3aR,9bR)-7-[(2-chloro-5-fluorophenyl)methoxy]-9b-(4-fluorobenzenesulfonyl)-1H,2H,3H,3aH,4H,5H,9bH-benzo[e]indole-3-carbonyl]-1λ6-thiane-1,1-dione ClC1=C(C=C(C=C1)F)COC1=CC2=C([C@@]3(CCN([C@@H]3CC2)C(=O)C2CCS(CC2)(=O)=O)S(=O)(=O)C2=CC=C(C=C2)F)C=C1